C(C)(C)NC1=NC(=CC2=C1N=C(N=C2)NC2CCC(CC2)N2CCOCC2)C#N 8-(isopropylamino)-2-(((1r,4r)-4-morpholinylcyclohexyl)amino)pyrido[3,4-d]pyrimidine-6-carbonitrile